3b,5a-dihydroxy-cholestan-6-one O[C@@H]1C[C@@]2(C(C[C@H]3[C@@H]4CC[C@H]([C@@H](CCCC(C)C)C)[C@]4(CC[C@@H]3[C@]2(CC1)C)C)=O)O